diglycidyl-butenetricarboxylic acid C(C1CO1)C(=C(C(C(=O)O)(C(=O)O)C(=O)O)CC1CO1)C